C(C)(C)(C)OC(=O)N1[C@H](CCC1)CO (R)-2-(Hydroxymethyl)pyrrolidine-1-carboxylic acid tert-butyl ester